C=1N=CN2C1C1=CC=CC=C1C2C2CCC1=C(N=C(O1)C)C2O 5-(5H-Imidazo[5,1-a]isoindol-5-yl)-2-methyl-4,5,6,7-tetrahydrobenzo[d]oxazol-4-ol